NCC1=NNC(C2=CC=C(C=C12)C=1C=NN(C1C1=C(C#N)C=CC(=C1)N1N=CC=C1)C)=O (4-(4-(aminomethyl)-1-oxo-1,2-dihydro-phthalazin-6-yl)-1-methyl-1H-pyrazol-5-yl)-4-(1H-pyrazol-1-yl)benzonitrile